[Cl-].C[N+](C)(C)CC1=CC=CC=C1 N,N,N-trimethylphenyl-methyl-ammonium chloride